IC=1N(C=2C(C(=CC3=C4C(C=NC24)=NNC3)OC3=NC(=CC=C3)C)=CC1)C 10-iodo-11-methyl-7-((6-methylpyridin-2-yl)oxy)-5,11-dihydro-4H-1,3,4,11-tetraazadibenzo[cd,h]azulene